1,1-dioxo-[1,4]thiazinan O=S1(CCNCC1)=O